FC1=CC=C(C=C1)C1=NN2C(=NC=3C=CC=CC3C2=N1)N[C@@H]1C(NCC1)=O (3S)-3-{[2-(4-fluorophenyl)[1,2,4]triazolo[1,5-c]quinazolin-5-yl]amino}pyrrolidin-2-one